F[C@H]1CN(CC[C@H]1NC(=O)C1=NC(=NC=C1)C=1C=C2C(=CC=NC2=CC1)NC(C=C)=O)C N-[(3S,4R)-3-fluoro-1-methylpiperidin-4-yl]-2-[4-(prop-2-enamido)quinolin-6-yl]pyrimidine-4-carboxamide